C(C)(CC)OC(C)CC di(sec-butyl) ether